N4-(benzo[d]thiazol-6-yl)-7-(1-methyl-1H-pyrazol-3-yl)-N6-(piperidin-4-yl)quinazoline-4,6-diamine S1C=NC2=C1C=C(C=C2)NC2=NC=NC1=CC(=C(C=C21)NC2CCNCC2)C2=NN(C=C2)C